3,3-dimethyl-6-((7-((4-(methylsulfonyl)phenyl)amino)-2,6-naphthyridin-1-yl)ethynyl)-1,3-dihydro-2H-pyrrolo[3,2-b]pyridin-2-one CC1(C(NC=2C1=NC=C(C2)C#CC2=NC=CC1=CN=C(C=C21)NC2=CC=C(C=C2)S(=O)(=O)C)=O)C